N-(1-(5-(3-cyano-6-(2-hydroxy-2-methylpropoxy)pyrazolo[1,5-a]pyridin-4-yl)pyridin-2-yl)pyrrolidin-3-yl)-2,6-difluorobenzamide C(#N)C=1C=NN2C1C(=CC(=C2)OCC(C)(C)O)C=2C=CC(=NC2)N2CC(CC2)NC(C2=C(C=CC=C2F)F)=O